COCC1=CC=CC(=N1)CC 2-(6-(methoxymethyl)pyridin-2-yl)ethan